tert-Butyl 3-(5-(hydroxymethyl)-7-(thiazol-2-yl)benzo[d]oxazol-2-yl)-3,6-diazabicyclo[3.1.1]heptane-6-carboxylate OCC=1C=C(C2=C(N=C(O2)N2CC3N(C(C2)C3)C(=O)OC(C)(C)C)C1)C=1SC=CN1